ClC1=C(C=C(C=C1)[N+](=O)[O-])NC1=C(C=NC2=CC(=C(C=C12)NC(=O)NC1CCN(CC1)CC)OCC)C#N 1-(4-((2-Chloro-5-nitrophenyl)amino)-3-cyano-7-ethoxyquinolin-6-yl)-3-(1-ethylpiperidin-4-yl)urea